N'-(4-chlorophenyl)-quinoline-2-carboxylic acid hydrazide ClC1=CC=C(C=C1)NNC(=O)C1=NC2=CC=CC=C2C=C1